(2,4-Dibromo-6-cyano-3-pyridinyl) acetate C(C)(=O)OC=1C(=NC(=CC1Br)C#N)Br